2-Bromo-6-tert-butyl-5-methyl-pyrrolo[2,3-b]pyrazine BrC=1N=C2C(=NC1)N(C(=C2)C(C)(C)C)C